6-(4-fluorophenyl)sulfanyl-7H-purine FC1=CC=C(C=C1)SC1=C2NC=NC2=NC=N1